N-(2,6-difluoropyridin-3-yl)-1-methyl-2-oxo-3-(phenylseleno)pyrrolidine-3-carboxamide FC1=NC(=CC=C1NC(=O)C1(C(N(CC1)C)=O)[Se]C1=CC=CC=C1)F